[Sr].[Mg] Magnesium-strontium